6-((4-Methoxybenzyl)oxy)-1-(4-methoxyphenyl)hexan-3-one COC1=CC=C(COCCCC(CCC2=CC=C(C=C2)OC)=O)C=C1